5-[(2,3-Diethylphenoxypropylsulfanyl)methyl]oxazole-2(3H)-thione C(C)C1=C(OCCCSCC2=CNC(O2)=S)C=CC=C1CC